ClC1=CC(=C(COC2=CC=CC(=N2)C2CCN(CC2)CC=2N(C=3C(=NC=C(C3C)C(=O)O)N2)CCOC)C=C1)F 2-[(4-{6-[(4-chloro-2-fluorobenzyl)oxy]pyridin-2-yl}piperidin-1-yl)methyl]-1-(2-methoxyethyl)-7-methyl-1H-imidazo[4,5-b]pyridine-6-carboxylic acid